4-(2-(3-(pyridin-4-yl)-1H-pyrazol-1-yl)-7-vinylpyrido[3,2-d]pyrimidin-4-yl)morpholine N1=CC=C(C=C1)C1=NN(C=C1)C=1N=C(C2=C(N1)C=C(C=N2)C=C)N2CCOCC2